methyl-4-((1-(3-nitro-5-(trifluoromethyl)phenyl)ethyl)amino)phthalazin-6-ol CC1=NN=C(C2=CC(=CC=C12)O)NC(C)C1=CC(=CC(=C1)C(F)(F)F)[N+](=O)[O-]